rac-tert-butyl (3R,4R)-3-((2-chloro-9H-purin-6-yl)amino)-4-fluoropyrrolidine-1-carboxylate ClC1=NC(=C2N=CNC2=N1)N[C@@H]1CN(C[C@H]1F)C(=O)OC(C)(C)C |r|